2-Amino-9-((2R,3R,5S)-3-hydroxy-5-(hydroxymethyl)tetrahydrofuran-2-yl)-7-(4-methoxybenzyl)-7,9-dihydro-1H-purin-6,8-dion NC=1NC(C=2N(C(N(C2N1)[C@@H]1O[C@@H](C[C@H]1O)CO)=O)CC1=CC=C(C=C1)OC)=O